1,3-bis[5-(1-methylpropyloxy)pentyl]imidazolium CC(CC)OCCCCCN1C=[N+](C=C1)CCCCCOC(CC)C